[C@@H]12[C@H](C[C@@H](CC1)O2)NC=2N=NC(=C1C2C=NC=C1)C1=C(C=C(C=C1)C(F)(F)F)O 2-(4-(((1S,2S,4R)-7-oxabicyclo[2.2.1]heptan-2-yl)amino)pyrido[3,4-d]pyridazin-1-yl)-5-(trifluoromethyl)phenol